CC1N(CCOC1)C1=CC(NC(=C1)C1=C(C=C(C=C1)S(=O)(=O)C)C(F)(F)F)=O 4-(3-methylmorpholin-4-yl)-6-[4-methanesulfonyl-2-(trifluoromethyl)phenyl]-1H-pyridin-2-one